6-(1-(4-(trifluoromethyl)benzyl)-1H-indol-5-yl)picolinamide FC(C1=CC=C(CN2C=CC3=CC(=CC=C23)C2=CC=CC(=N2)C(=O)N)C=C1)(F)F